NC(CN[C@@H](C(=O)N1[C@@H](CC1)C(=O)NCC1=CC=C(C=C1)C(=N)NC(OCC1=CC=CC=C1)=O)C1CCCCC1)=O benzyl ((4-(((S)-1-((R)-2-((2-amino-2-oxoethyl)amino)-2-cyclohexylacetyl)azetidine-2-carboxamido)methyl)phenyl)(imino)methyl)carbamate